C(C=C)C(N)C(=O)O 2-allylglycine